(R)-2,5-dioxopyrrolidin-1-yl (1-phenylethyl) carbonate C(ON1C(CCC1=O)=O)(O[C@H](C)C1=CC=CC=C1)=O